1,1-difluoro-N-((6S,7S)-6-((2-fluoro-[1,1'-biphenyl]-3-yl)methyl)-5-((S)-2-hydroxy-3-methoxypropanoyl)-5-azaspiro[2.4]heptan-7-yl)methanesulfonamide FC(S(=O)(=O)N[C@@H]1[C@@H](N(CC12CC2)C([C@H](COC)O)=O)CC=2C(=C(C=CC2)C2=CC=CC=C2)F)F